OC=C(C(=O)[O-])C hydroxyl(methacrylate)